NC1=C(C=C(C=2C(C3=CC=CC=C3C(C12)=O)=O)NC1=CC=CC2=CC=CC=C12)S(=O)(=O)[O-] 1-amino-4-[1-naphthylamino]-9,10-dioxo-9,10-dihydro-anthracene-2-sulfonate